C(#N)[Al](CC(C)C)CC(C)C CyanoDiisobutylaluminum